C1(CCCCC1)CC(=O)NC1=NN=CN1 2-cyclohexyl-N-(4H-1,2,4-triazol-3-yl)acetamide